tert-butyl 4-((4-((4-([1,2,4]triazolo[1,5-a]pyridin-7-yloxy)-3-methylphenyl)amino)pyrido[3,2-d]pyrimidin-6-yl)oxy)piperidine-1-carboxylate N=1C=NN2C1C=C(C=C2)OC2=C(C=C(C=C2)NC=2C1=C(N=CN2)C=CC(=N1)OC1CCN(CC1)C(=O)OC(C)(C)C)C